NC1=CC=C(C=C1)N(C1=N\C(\C(N1)=O)=C/C1=CC2=C(N=CS2)C=C1)C (Z)-2-((4-aminophenyl)(methyl)amino)-5-(benzo[d]thiazol-6-ylmethylene)-3,5-dihydro-4H-imidazol-4-one